ClC1=C(C=C(C=C1)C(N[C@@H]1[C@H](CCCC1)O)=O)NC(=O)C1=CN=C(S1)CC1CC1 N-{2-chloro-5-{[(1S,2S)-2-hydroxycyclohexyl]carbamoyl}phenyl}-2-(cyclopropylmethyl)-1,3-thiazole-5-carboxamide